CC1=C(C=CC(=C1)C)N1N=NC(=C1C)C(=O)NC1=NC2=CC=CC=C2C=C1 1-(2,4-Dimethylphenyl)-5-methyl-N-(quinolin-2-yl)-1H-1,2,3-triazole-4-carboxamide